NC1=NC(=NC=C1)C=1C=C(C=C(C1)Cl)[C@@H]1COCCN1C(C=C)=O (R)-1-(3-(3-(4-AMINOPYRIMIDIN-2-YL)-5-CHLOROPHENYL)MORPHOLINO)PROP-2-EN-1-ONE